(R)-2-(N-[4-amino-5-(3-phenylisoxazole-5-carbonyl)thiazol-2-yl]-4-fluoro-anilino)propanamide NC=1N=C(SC1C(=O)C1=CC(=NO1)C1=CC=CC=C1)N(C1=CC=C(C=C1)F)[C@@H](C(=O)N)C